[N+](=O)([O-])C1=CC=C(O1)C(=O)NC1=CC=C(C=C1)C1=CN=C2N1C=CC(=C2)N2CCCC2 5-nitro-N-(4-(7-(pyrrolidin-1-yl)imidazo[1,2-a]pyridin-3-yl)phenyl)furan-2-carboxamide